ClC1=NC=C(C=C1)SC 2-Chloro-5-(methylthio)pyridine